BrC1=CC2=C(C(=CO2)C(=O)NC2=CC(=C(C=C2)OC2CCC2)F)C=C1 6-bromo-N-(4-cyclobutoxy-3-fluorophenyl)benzofuran-3-carboxamide